2-methyl-2-(5,6,7,8-tetrahydroquinoline-3-carboxamido)propyl 2-(trifluoromethyl)benzoate FC(C1=C(C(=O)OCC(C)(NC(=O)C=2C=NC=3CCCCC3C2)C)C=CC=C1)(F)F